ClC(CCCN(C(OCC=1OC(OC1C)=O)=O)C)=O (5-methyl-2-oxo-1,3-dioxol-4-yl)methyl N-(4-chloro-4-oxo-butyl)-N-methyl-carbamate